7-(Cyclobutylmethyl)-3-(1-cyclopropylcyclopropyl)-5,6-dimethyl-[1,2,4]triazolo[4,3-a]pyrazin-8-one C1(CCC1)CN1C(C=2N(C(=C1C)C)C(=NN2)C2(CC2)C2CC2)=O